12-isobutyl-8-isopentyl-4-oxa-8,12-diazadispiro[2.1.5.3]tridecan-13-one C(C(C)C)N1CC2(OC3(CC3)C1=O)CCN(CC2)CCC(C)C